CC(C)N1C(C=CC2=C1N=C(N=C2)N[C@@H](C)C2=CC=C(C=C2)C2(CCOCC2)N2CCN(CC2)C(C(=C([2H])[2H])[2H])=O)=O 8-(propan-2-yl)-2-({(1S)-1-[4-(4-{4-[(2H3)prop-2-enoyl]piperazin-1-yl}tetrahydro-2H-pyran-4-yl)phenyl]ethyl}amino)pyrido[2,3-d]pyrimidin-7(8H)-one